N1CNC=C1 1,3-dihydro-2H-imidazol